BrCCCCCC(=O)Cl 6-Bromohexanoic acid chloride